C1(CCCCC1)OCCN1CC2=C(CC1)N(C(=N2)C(=O)OC)C methyl 5-(2-(cyclohexyloxy)ethyl)-1-methyl-4,5,6,7-tetrahydro-1H-imidazo[4,5-c]pyridine-2-carboxylate